OC=1C=C2CC[C@@H]([C@@H](C2=CC1)C1=CC=C(C=C1)N1CCC(CC1)CN1CCC(CC1)NC=1C=C(C=CC1)NC1C(NC(CC1)=O)=O)C1=CC=CC=C1 3-((3-((1-((1-(4-((1R,2S)-6-Hydroxy-2-phenyl-1,2,3,4-tetrahydronaphthalen-1-yl)phenyl)piperidin-4-yl)methyl)piperidin-4-yl)amino)phenyl)amino)piperidine-2,6-dione